C(CCCCC)OC(CC1(C(C=CC=C1)CC)CC)=O 1,2-diethylbenzeneacetic acid hexyl ester